FC(C=1C=CN2C1C(NCC2)=O)(F)F 8-(trifluoromethyl)-3,4-dihydropyrrolo[1,2-a]pyrazin-1(2H)-one